tert-butyl 3-((1,3-dihydroxy-2-methylpropan-2-yl) oxy)-1H-pyrazole-1-carboxylate OCC(CO)(C)OC1=NN(C=C1)C(=O)OC(C)(C)C